C(C)(C)(C)C1=CC(=NN1C[C@H]1CN(CCO1)C)NC1=NC=2C(=CC(=NC2)OC2=CC(=NC=C2)NC(C)=O)N1C (R)-N-(4-((2-((5-(tert-butyl)-1-((4-methylmorpholin-2-yl)methyl)-1H-pyrazol-3-yl)amino)-1-methyl-1H-imidazo[4,5-d]pyridin-6-yl)oxy)pyridin-2-yl)acetamide